COC(=O)C1CN(C(C1)=O)C1=NC=C(C(=C1)OC)C#N 1-(5-cyano-4-methoxypyridin-2-yl)-5-oxopyrrolidine-3-carboxylic acid methyl ester